[Na].C(\C=C/C(=O)O)(=O)NCCS(=O)(=O)O maleyl-taurine sodium